NC1=NC2=C(N1C13CN(CC(CC1)CC3)CCOC3=C(C=NN3C)C3=CC(=CN(C3=O)C)C(=O)O)C=C(C(=C2)F)Br 5-(5-{2-[1-(2-amino-6-bromo-5-fluoro-1,3-benzodiazol-1-yl)-3-azabicyclo[3.2.2]nonan-3-yl]ethoxy}-1-methylpyrazol-4-yl)-1-methyl-6-oxopyridine-3-carboxylic acid